NCC(=O)C(=C(C(CN)=O)C(CN)=O)C(CN)=O tetraglycylethylene